4,6-dichloro-5-hydroxy-N-(4-oxo-3-((1S,2R)-2-phenylcyclopropyl)-3,4-dihydroquinazolin-5-yl)picolinamide ClC1=CC(=NC(=C1O)Cl)C(=O)NC1=C2C(N(C=NC2=CC=C1)[C@@H]1[C@H](C1)C1=CC=CC=C1)=O